NC1=CC=C(C=C1)CCN(C(=O)NCCC1=CC=C(C=C1)N)C(=O)OC(C)(C)C 1,3-bis[2-(p-aminophenyl)ethyl]-1-tert-butoxycarbonyl-urea